C(C1=CC=CC=C1)OC1=CC(=C(C(=O)OC2=C(C(=C(C(=O)OCOC)C(=C2C)C)OCOC)Br)C(=C1)OCCC)C methoxymethyl 4-((4-(benzyloxy)-2-methyl-6-propoxybenzoyl)oxy)-3-bromo-2-(methoxymethoxy)-5,6-dimethylbenzoate